1,2,3,3a,4,5,6,6a-octahydrocyclopenta[c]pyrrole hydrochloride Cl.C1NCC2C1CCC2